C[C@@H]1CN(C[C@@H](N1)C)C=1C=CC=2N(C(C=C(N2)C=2C=C(C=3N(C2)C=C(N3)C)C(F)(F)F)=O)C1 7-[(3R,5S)-3,5-dimethylpiperazin-1-yl]-2-[2-methyl-8-(trifluoromethyl)imidazo[1,2-a]pyridin-6-yl]-4H-pyrido[1,2-a]pyrimidin-4-one